C[C@@H]1N(C[C@H](N(C1)C(C)C1=CC=C2C(C=C(OC2=C1)C)=O)C)C=1C=2N=C(N(C2N(C(N1)=O)C)CC)CC#N 2-(6-((2S,5R)-2,5-dimethyl-4-(1-(2-methyl-4-oxo-4H-chromen-7-yl)ethyl)piperazin-1-yl)-9-ethyl-3-methyl-2-oxo-3,9-dihydro-2H-purin-8-yl)acetonitrile